C(C)C=1C(NC2=C(C(=CC=C2N1)CO)F)=O 3-ethyl-8-fluoro-7-(hydroxymethyl)quinoxalin-2(1H)-one